CC=1C=C2C=CC(=CN2C1C(=O)OC)[C@H]1[C@@H](C1)C1=CC=CC=C1 Methyl 2-methyl-6-(trans-2-phenylcyclopropyl)indolizine-3-carboxylate